FC1=C(C=C(C=C1)F)[C@@]12N(CC[C@H]2C1)C1=NC=2N(C=C1)N=CC2C=2OC(=NN2)C(C)C 2-(5-((1R,5S)-1-(2,5-difluorophenyl)-2-azabicyclo[3.1.0]hexan-2-yl)pyrazolo[1,5-a]pyrimidin-3-yl)-5-isopropyl-1,3,4-oxadiazole